Tert-butyl 2-[({2-[4-(benzylcarbamoyl)-1,3-thiazol-2-yl] ethyl} amino) methyl]-5-methoxy-1H-1,3-benzodiazole-1-carboxylate C(C1=CC=CC=C1)NC(=O)C=1N=C(SC1)CCNCC1=NC2=C(N1C(=O)OC(C)(C)C)C=CC(=C2)OC